C1(CC1)N1N=CC(=C1)[C@@H]1OCC[C@@H](C1)C=1N=C(C2=C(N1)N=C(C=C2)C)C21CC(C2)(C1)C(F)(F)F 2-((2R,4S)-2-(1-cyclopropyl-1H-pyrazol-4-yl)tetrahydro-2H-pyran-4-yl)-7-methyl-4-(3-(trifluoromethyl)bicyclo[1.1.1]pentan-1-yl)pyrido[2,3-d]pyrimidine